N-((1-aminocyclobutyl)methyl)-6-(3-methyl-1H-indol-2-yl)pyrazine-2-carboxamide NC1(CCC1)CNC(=O)C1=NC(=CN=C1)C=1NC2=CC=CC=C2C1C